5-(2-bromo-4-fluorophenyl)-2H-1,3,4-oxathiazol-2-one BrC1=C(C=CC(=C1)F)C1=NSC(O1)=O